Azolo[3,4-b]pyridine N1C=2C(=CC=C1)C=NC2